(2S,3R,5S)-5-(4-amino-5-(5-methylthiophen-2-yl)-2-oxopyrimidin-1(2H)-yl)-2-(((4-methylbenzoyl)oxy)methyl)tetrahydrofuran-3-yl 4-methylbenzoate CC1=CC=C(C(=O)O[C@H]2[C@@H](O[C@@H](C2)N2C(N=C(C(=C2)C=2SC(=CC2)C)N)=O)COC(C2=CC=C(C=C2)C)=O)C=C1